C(=CCCC)P(O)(=O)C=CCCC bis(pentenyl)phosphinic acid